O[C@@H](CC(=O)[O-])CC (R)-3-hydroxyvalerate